4-(4-(pyridin-4-yl)-6,7-dihydro-5H-pyrrolo[2,3-d]pyrimidin-2-yl)morpholine N1=CC=C(C=C1)C=1C2=C(N=C(N1)N1CCOCC1)NCC2